4-(but-2-yn-1-ylsulfanyl)-N'-hydroxy-1,2,5-oxadiazole-3-carboximidamide C(C#CC)SC=1C(=NON1)C(N)=NO